3-[[6-[3-(Trifluoromethyl)phenyl]pyrazolo[4,3-b]pyridin-1-yl]methyl]-1,2,4-oxadiazole FC(C=1C=C(C=CC1)C=1C=C2C(=NC1)C=NN2CC2=NOC=N2)(F)F